C=1N=CN2C1C(=CC=C2)C2=CC=C(C=C2)N2C(N(C1=C2C=CC=C1)CC(=O)NCC(F)(F)F)=O 2-[3-(4-imidazo[1,5-a]pyridin-8-ylphenyl)-2-oxo-benzimidazol-1-yl]-N-(2,2,2-trifluoroethyl)acetamide